OC=1C=C(C=CC1[N+](=O)[O-])N1CCC(CC1)CN1CCN(CC1)C(=O)OC(C)(C)C tert-butyl 4-((1-(3-hydroxy-4-nitrophenyl)piperidin-4-yl)methyl)piperazine-1-carboxylate